3-[(3-chloro-2-methoxyphenyl)amino]-2-[2-({3-[(methylsulfanyl)methyl]-1,2,3-triazol-4-yl}amino)pyrimidin-4-yl]-1H,5H,6H,7H-pyrrolo[3,2-c]pyridin-4-one ClC=1C(=C(C=CC1)NC1=C(NC2=C1C(NCC2)=O)C2=NC(=NC=C2)NC=2N(N=NC2)CSC)OC